C(=O)(OC(C)(C)C)N1CC(CCC1)O 1-BOC-3-piperidinol